3-(3,4-Dihydro-quinolin-1(2H)-yl)-1-phenylpropan-1-one N1(CCCC2=CC=CC=C12)CCC(=O)C1=CC=CC=C1